tartaric acid, tartrate salt C(=O)(O)C(O)C(O)C(=O)O.C(C(O)C(O)C(=O)O)(=O)O